6-(2,6-difluoro-3,5-dimethoxyphenyl)-8-(2-fluorophenyl)-2-(methylthio)pyrido[3,4-d]pyrimidine FC1=C(C(=C(C=C1OC)OC)F)C1=CC2=C(N=C(N=C2)SC)C(=N1)C1=C(C=CC=C1)F